(1-(7-methoxy-2-(trifluoromethyl)quinolin-5-yl)cyclopropyl)-2-methyl-5-((1-methylazetidin-2-yl)methoxy)benzamide COC1=CC(=C2C=CC(=NC2=C1)C(F)(F)F)C1(CC1)C=1C(=C(C(=O)N)C=C(C1)OCC1N(CC1)C)C